6-((4-((3-chloro-2-methoxyphenyl)amino)-2-methyl-3-oxo-2,3-dihydro-1H-pyrazolo[3,4-b]pyridin-6-yl)amino)-3-(2-methoxypropan-2-yl)pyrazine-2-carbonitrile ClC=1C(=C(C=CC1)NC1=C2C(=NC(=C1)NC1=CN=C(C(=N1)C#N)C(C)(C)OC)NN(C2=O)C)OC